(Z)-4-(6beta-hydroxy-17-ketoandrostan-3-ylidene)butanoic acid O[C@@H]1C[C@H]2[C@@H]3CCC([C@@]3(C)CC[C@@H]2[C@]2(CC/C(/CC12)=C/CCC(=O)O)C)=O